ClC1=CC=C(CS2(NC(C3=C2C=CC(=C3)N=CN(C)CC)=O)[O-])C=C1 N'-(1-(4-chlorobenzyl)-1-oxido-3-oxo-3H-1λ4-benzo[d]isothiazol-5-yl)-N-ethyl-N-methylformimidamide